FC1(CCC2=C1N=C(N=C2C2=CC1=C(C=C2)C2(C(N(C(N2)=O)C)=O)CO1)N1[C@H]([C@@H](C1)O)C)F 6-[7,7-difluoro-2-[(2S,3R)-3-hydroxy-2-methyl-azetidin-1-yl]-5,6-dihydrocyclopenta[d]pyrimidin-4-yl]-3'-methyl-spiro[2H-benzofuran-3,5'-imidazolidine]-2',4'-dione